FC1=C(C(=CC=C1C(F)(F)F)C1=C(C=CC(=C1)C(C)C)OC)CO fluoro-2'-methoxy-5'-isopropyl-4-trifluoromethyl-1,1'-biphenyl-2-methanol